2-((Tert-Butoxycarbonyl)amino)-3-(1-(difluoromethyl)-1H-pyrazol-3-yl)propanoic acid methyl ester COC(C(CC1=NN(C=C1)C(F)F)NC(=O)OC(C)(C)C)=O